(4aS,5R,5aR,6R)-3,5,10,12-tetrahydroxy-6-methyl-1,11-dioxo-1,4,4a,5,5a,6,11,12a-octahydrotetracene-2-carboxamide OC1=C(C(C2C(=C3C(C4=C(C=CC=C4[C@@H]([C@H]3[C@@H]([C@H]2C1)O)C)O)=O)O)=O)C(=O)N